C(=O)O.NC=1C=C(C=C(C1)C(F)(F)F)[C@@H](C)NC1=NC(=NC2=CC=C(C=C12)C1=CC(=C(C=C1)CC=1SC=CN1)OC)C (R)-N-(1-(3-amino-5-(trifluoromethyl)phenyl)ethyl)-6-(3-methoxy-4-(thiazol-2-ylmethyl)phenyl)-2-methyl-quinazolin-4-amine formate salt